4-[6-(1H-indol-5-yl)-1-[1-(pyridin-3-ylmethyl)piperidin-4-yl]pyrazolo[3,4-d]pyrimidin-4-yl]morpholine N1C=CC2=CC(=CC=C12)C1=NC(=C2C(=N1)N(N=C2)C2CCN(CC2)CC=2C=NC=CC2)N2CCOCC2